1-(3-bromophenyl)-4-[2-(piperidin-4-yl)ethyl]piperazin-2-one BrC=1C=C(C=CC1)N1C(CN(CC1)CCC1CCNCC1)=O